2-(4-fluoro-3-methylphenyl)-2-methylpropanoic acid FC1=C(C=C(C=C1)C(C(=O)O)(C)C)C